FC1=CC=C(C=C1)C1=CC(=C(C=N1)N1CCC(CC1)C#N)C1=NN(C=C1)C 1-(6-(4-fluorophenyl)-4-(1-methyl-1H-pyrazol-3-yl)pyridin-3-yl)piperidine-4-carbonitrile